[C@@H]1([C@H](O)[C@@H](O)[C@H](O)[C@H](O1)CO)OC1OC2=C(NC1=O)C=CC(=C2)OC 2-(β-D-Glucopyranosyloxy)-7-methoxy-2H-1,4-benzoxazin-3(4H)-one